N-[3-[5-trifluoromethyl-1H-imidazol-2-yl]-1-piperidinyl]-7H-pyrrolo[2,3-d]pyrimidine-4-amine FC(C1=CN=C(N1)C1CN(CCC1)NC=1C2=C(N=CN1)NC=C2)(F)F